ClC1=CC=C(CN2N(C3=C(CN(CC3)CC3=CC(=CC(=C3)F)F)C2=O)CCNC([C@H](O)C2CC2)=O)C=C1 (R)-N-(2-(2-(4-chlorobenzyl)-5-(3,5-difluorobenzyl)-3-oxo-2,3,4,5,6,7-hexahydro-1H-pyrazolo[4,3-c]pyridin-1-yl)ethyl)-2-cyclopropyl-2-hydroxyacetamide